BrC1=CCN(CC1)C(=O)OC(C)(C)C tert-butyl 4-bromo-5,6-dihydropyridine-1(2H)-carboxylate